methyl (S)-3-((tert-butoxycarbonyl)(methyl)amino)-4-methoxybutanoate C(C)(C)(C)OC(=O)N([C@@H](CC(=O)OC)COC)C